C(#N)C=1C=C(C=CC1)C=1N=C(SC1C1=CC(=NC(=C1)C)C)NC(=O)N1[C@@H](CC1)C(C)(C)O (2S)-N-[4-(3-cyanophenyl)-5-(2,6-dimethyl-4-pyridyl)thiazol-2-yl]-2-(1-hydroxy-1-methyl-ethyl)azetidine-1-carboxamide